((5-(3-fluorophenyl)-1-tosyl-1H-pyrrol-3-yl)methyl)methane-d3-amine FC=1C=C(C=CC1)C1=CC(=CN1S(=O)(=O)C1=CC=C(C)C=C1)CNC([2H])([2H])[2H]